3-(2-(4-(8-chloro-5,6-dihydro-11H-benzo[5,6]cyclohepta[1,2-b]pyridin-11-ylidene)piperidin-1-yl)ethyl)-2-methyl-6,7,8,9-tetrahydro-4H-pyrido[1,2-a]pyrimidin-4-one ClC=1C=CC2=C(CCC=3C(=NC=CC3)C2=C2CCN(CC2)CCC2=C(N=C3N(C2=O)CCCC3)C)C1